(2S)-2-amino-2-(2-fluorophenyl)ethanol N[C@H](CO)C1=C(C=CC=C1)F